6-(4-((2S,5R)-4-acryloyl-5-(methoxymethyl)morpholin-2-yl)-6-chloropyridin-2-yl)-N-methylpyrimidine-4-carboxamide C(C=C)(=O)N1C[C@@H](OC[C@H]1COC)C1=CC(=NC(=C1)Cl)C1=CC(=NC=N1)C(=O)NC